ClC1=CN=CC(=N1)C1=CC=C(C(=O)NC(CC)C=2N=C(SC2)NS(=O)(=O)C2CC2)C=C1 4-(6-chloropyrazin-2-yl)-N-(1-(2-(cyclopropanesulfonamido)thiazol-4-yl)propyl)benzamide